(3-ethyl-2-(2-methylpyridin-4-yl)-1H-indol-5-yl)methylamine C(C)C1=C(NC2=CC=C(C=C12)CN)C1=CC(=NC=C1)C